N1=C2C(=CC=C1)[C@H](CC2)NC2=CC=C(C=N2)C(=O)OC Methyl 6-{[(5S)-5H,6H,7H-cyclopenta[b]pyridin-5-yl]amino}pyridine-3-carboxylate